9-(4-(1-methyl-4-(trifluoromethyl)-1H-imidazol-2-yl)benzyl)-2-(2-(trifluoromethoxy)phenyl)-7,9-dihydro-8H-purin-8-one CN1C(=NC(=C1)C(F)(F)F)C1=CC=C(CN2C3=NC(=NC=C3NC2=O)C2=C(C=CC=C2)OC(F)(F)F)C=C1